4-[(3-chloro-4-fluorophenyl)amino]-6-{1-[(2-methoxyethyl)carbonyl]-piperidin-4-yloxy}-7-methoxy-quinazoline ClC=1C=C(C=CC1F)NC1=NC=NC2=CC(=C(C=C12)OC1CCN(CC1)C(=O)CCOC)OC